C1NCCCC12CCNCC2 2,9-diazaspiro[5.5]undecane